2-(3,8-diazabicyclo[3.2.1]octan-3-yl)-4-(1-methyl-1H-pyrazol-5-yl)-8-(1H-pyrazol-3-yl)-1,7-naphthyridine C12CN(CC(CC1)N2)C2=NC1=C(N=CC=C1C(=C2)C2=CC=NN2C)C2=NNC=C2